C[Sn](C)C.C1=C(C=CC2=CC=CC=C12)C=1SC=CC1 2-naphthylthiophene trimethyl-tin salt